C1(=CC=CC=C1)S(=O)(=O)OC=1C=C(C=CC1)NC(=O)NC1=CC(=CC=C1)OS(=O)(=O)C1=CC2=CC=CC=C2C=C1 N-[3-(benzenesulfonyloxy)phenyl]-N'-[3-(2-naphthalenesulfonyloxy)phenyl]urea